ClC=1C=C(SC1)C(=O)NC(C(=O)OCC)\C=C\C(C)(C)C ethyl (E)-2-(4-chloro-2-thienylcarbonylamino)-5,5-dimethyl-3-hexenoate